C1(CC1)C([C@@H](C(=O)NC=1C=NN(C1)CC=1N(N=NC1)C(F)F)NC(=O)C=1N(N=CC1)C(C)C)C1CC1 N-[(1S)-1-(dicyclopropylmethyl)-2-[[1-[[3-(difluoromethyl)triazol-4-yl]methyl]pyrazol-4-yl]amino]-2-oxo-ethyl]-2-isopropyl-pyrazole-3-carboxamide